Racemic-(1R,2S)-2-(3-[[3-(hydroxymethyl)-2H,3H-furo[2,3-c]pyridin-7-yl]amino]-1H-indazol-6-yl)-5'-methoxy-1'H-spiro[cyclopropane-1,3'-indol]-2'-one OCC1COC2=C(N=CC=C21)NC2=NNC1=CC(=CC=C21)[C@@H]2C[C@@]21C(NC2=CC=C(C=C12)OC)=O |r|